C1(CCCC1)OC1=C(C=CC=C1)C1(CC1)/C(/N)=N/O (Z)-1-(2-(cyclopentyloxy)phenyl)-N'-hydroxycyclopropane-1-carboximidamide